C1(CCCC1)C(C(=O)NC1=CC(=NC=C1)OC)C cyclopentyl-N-(2-methoxypyridin-4-yl)propanamide